C(C)(C)(C)OC(=O)N1CC2CCC(C1)N2C2=NC=CC(=N2)C2CCNCC2 tert-butyl-8-(4-(piperidin-4-yl)pyrimidin-2-yl)-3,8-diazabicyclo[3.2.1]octane-3-carboxylate